C(CCC)N1CC(N(CC1)CC1=C2C=CN(C2=C(C=C1OC)C)C(=O)OCCCC)C1=CC=C(C=C1)C(=O)OC Butyl 4-((4-butyl-2-(4-(methoxycarbonyl)phenyl)piperazin-1-yl)methyl)-5-methoxy-7-methyl-1H-indole-1-carboxylate